(S)-N-(3,3-dimethylbutan-2-yl)-3-(3-(methoxymethyl)phenyl)-1-methyl-4-((4-methylphenyl)sulfonamido)-1H-pyrazole-5-carboxamide CC([C@H](C)NC(=O)C1=C(C(=NN1C)C1=CC(=CC=C1)COC)NS(=O)(=O)C1=CC=C(C=C1)C)(C)C